FCCN1CCN(CC1)C1=C(C=CC=C1)[N+](=O)[O-] (2-fluoroethyl)-4-(2-nitrophenyl)piperazine